N-((2-(trifluoromethyl)pyrimidin-5-yl)methyl)cyclopropanamine FC(C1=NC=C(C=N1)CNC1CC1)(F)F